3-amino-5-(2-chlorophenyl)-6-phenylpyrazine-2-carbonitrile NC=1C(=NC(=C(N1)C1=C(C=CC=C1)Cl)C1=CC=CC=C1)C#N